CN1N=NC2=C1C=CC(=C2C)C(CC(=O)O)C=2C=C(C1=C(C=CS1)C2)CN2CC1=C(C[C@@H](C2)CC)C=CC=N1 3-(1,4-Dimethyl-1H-benzotriazol-5-yl)-3-(7-{[(6S)-6-ethyl-5,6,7,9-tetrahydro-8H-pyrido[2,3-c]azepin-8-yl]methyl}-1-benzothiophen-5-yl)propanoic acid